C12CC(CC(CC1)N2)N(C=2SC=1N=C(N=CC1N2)C2=CC1=CN(N=C1C(=C2)F)C)C N-[(3-exo)-8-Azabicyclo[3.2.1]oct-3-yl]-5-(7-fluoro-2-methyl-2H-indazol-5-yl)-N-methyl[1,3]thiazolo[5,4-d]pyrimidin-2-amin